COC=1C=CC2=C(NC(=N2)[S@@](=O)CC2=NC=C(C(=C2C)OC)C)C1 6-methoxy-2-[(S)-(4-methoxy-3,5-dimethylpyridin-2-yl)methylsulfinyl]-1H-benzimidazole